COC=1C=C2C(=CNC2=CC1OC)C[C@@H]1N(CCC1)C (R)-5,6-dimethoxy-3-((1-methylpyrrolidin-2-yl)methyl)-1H-indole